Cl[Si]1(CC[SiH](CC1)CCCC)CCCC 1-chloro-1,4-dibutyl-1,4-disilacyclohexane